COC1=C(C=C2C(=CC=NC2=C1)OC1=CC=C(C=C1)NC(=O)C1(CC1)C(=O)N)S(N)(=O)=O N-[4-(7-methoxy-6-sulfamoylquinolin-4-yl)oxyphenyl]Cyclopropane-1,1-dicarboxamide